tert-butyl (5R)-5-[(4-chlorobutane-2-sulfonyl)amino]-3,3-difluoropiperidine-1-carboxylate ClCCC(C)S(=O)(=O)N[C@@H]1CC(CN(C1)C(=O)OC(C)(C)C)(F)F